6-chloro-4,4-difluoro-2-[(1S,2R)-2-(6-fluoro-2,3-dimethylphenyl)-1-(5-oxo-4H-1,3,4-oxadiazol-2-yl)propyl]-3H-1λ6,2-benzothiazine-1,1-dione ClC=1C=CC2=C(C(CN(S2(=O)=O)[C@@H]([C@H](C)C2=C(C(=CC=C2F)C)C)C=2OC(NN2)=O)(F)F)C1